N[C@@H](CCS(=O)C)C(=O)O L-Methionin Sulfoxid